CC=1C=NN2C1C1=C(CCC2)SC(=C1)C(=O)OCC Ethyl 1-methyl-6,7-dihydro-5H-pyrazolo[1,5-a]thieno[3,2-c]azepine-9-carboxylate